5-{4-[2-(methyl-2-pyridylamino)ethoxy]benzyl}-2,4-thiazolidinedione CN(CCOC1=CC=C(CC2C(NC(S2)=O)=O)C=C1)C1=NC=CC=C1